CC(C)(COP(=O)([O-])OP(=O)([O-])OC[C@@H]1[C@H]([C@H]([C@@H](O1)N2C=NC3=C(N=CN=C32)N)O)OP(=O)([O-])[O-])[C@H](C(=O)NCCC(=O)NCCSC(=O)/C=C/C4=CC(=C(C(=C4)OC)O)OC)O The molecule is tetraanion of sinapoyl-CoA arising from deprotonation of phosphate and diphosphate functions. It is a conjugate base of a sinapoyl-CoA.